methyl-5-[2-[4-(pentafluorosulfanyl)phenoxy]-3-pyridyl]benzenesulfonamide CC1=C(C=C(C=C1)C=1C(=NC=CC1)OC1=CC=C(C=C1)S(F)(F)(F)(F)F)S(=O)(=O)N